CN(CC1=CC(=C(C(=O)OC)C=C1F)NC(=O)C=1N=NC(=CC1)N1C=NC=C1)CC1=CC(=C(C(=O)OC)C=C1F)NC(=O)C=1N=NC(=CC1)N1C=NC=C1 dimethyl 4,4'-((methylazanediyl)bis(methylene))bis(2-(6-(1H-imidazol-1-yl)pyridazine-3-carboxamido)-5-fluorobenzoate)